3-(6-Chloro-2-oxo-1,2-dihydroquinolin-3-yl)-2-((diphenylmethylene)amino)propanenitrile ClC=1C=C2C=C(C(NC2=CC1)=O)CC(C#N)N=C(C1=CC=CC=C1)C1=CC=CC=C1